BrCCCCCCCCCCCCCC 1-bromotetradecane